pentaerythritol-tetrakis(3-stearyl thiopropionate) C(CCCCCCCCCCCCCCCCC)CCC(=S)OCC(COC(CCCCCCCCCCCCCCCCCCCC)=S)(COC(CCCCCCCCCCCCCCCCCCCC)=S)COC(CCCCCCCCCCCCCCCCCCCC)=S